N-(2,4-dichlorophenyl)-2-(2-(3,6-dihydro-2H-pyran-4-yl)-5-ethyl-6-(4-(3-hydroxypicolinoyl)piperazin-1-yl)-7-oxo-[1,2,4]triazolo[1,5-a]pyrimidin-4(7H)-yl)acetamide ClC1=C(C=CC(=C1)Cl)NC(CN1C=2N(C(C(=C1CC)N1CCN(CC1)C(C1=NC=CC=C1O)=O)=O)N=C(N2)C=2CCOCC2)=O